[OH-].C(CCC)N1C(N(C=C1)C)C 1-butyl-2,3-dimethyl-imidazole hydroxide